FC1=CC=C(C=C1)N1NC2=CC=CC=C2C1=O 2-(4-fluorophenyl)-indazol-3-one